BrC=1C=C2C(=CC1)C(N(CC21CC1)CC(=O)NC1=NC=CC(=N1)C#N)=O 2-(6-bromo-1-oxospiro[3H-isoquinoline-4,1'-cyclopropane]-2-yl)-N-(4-cyanopyrimidin-2-yl)acetamide